methyl 2-chloro-4-[({4-[1-cyclopropyl-4-(trifluoromethyl)imidazol-2-yl]phenyl}methyl)amino]-6-methylpyrimidine-5-carboxylate ClC1=NC(=C(C(=N1)NCC1=CC=C(C=C1)C=1N(C=C(N1)C(F)(F)F)C1CC1)C(=O)OC)C